O[C@@]1(C(NC2=CC(=CC=C12)C(F)(F)F)=O)C1=C(C=CC(=C1)C(F)(F)F)O |r| (±)-1,3-dihydro-3-hydroxy-3-[2-hydroxy-5-(trifluoromethyl)-phenyl]-6-(trifluoromethyl)-2H-indol-2-one